CC1=CC=C(C=C1)S(=O)(=O)OC(CSSCC([2H])([2H])OS(=O)(=O)C1=CC=C(C=C1)C)([2H])[2H] disulfanediylbis(ethane-2,1-diyl-1,1-d2) bis(4-methylbenzenesulfonate)